2-[(2R)-1-methylpyrrolidin-2-yl]-1-[[2-(trimethylsilyl)ethoxy]methyl]pyrrolo[3,2-c]pyridin-6-amine CN1[C@H](CCC1)C1=CC=2C=NC(=CC2N1COCC[Si](C)(C)C)N